FC1=C(C=C(C(=C1)N1C=CC=C1)[N+](=O)[O-])N1N=NN=C1 1-(2-fluoro-5-nitro-4-(pyrrol-1-yl)phenyl)tetrazole